BrC=1C=CC(=C(C1)C1=C(N=C(S1)C)O)F 5-(5-bromo-2-fluorophenyl)-2-methylthiazol-4-ol